[2-(dimethylamino)-2-oxoethyl] 5-[3-(1,3,5-trimethylpyrazol-4-yl)pyrazolo[1,5-a]pyridin-5-yl]furan-3-carboxylate CN1N=C(C(=C1C)C=1C=NN2C1C=C(C=C2)C2=CC(=CO2)C(=O)OCC(=O)N(C)C)C